N1=C(N=CC=C1)CCO 2-(pyrimidin-2-yl)ethanol